2-(6-(6-(difluoromethyl)imidazo[1,2-b]pyridazin-3-yl)pyrimidin-4-yl)-2,6-diazaspiro[3.5]nonane-6-sulfonamide FC(C=1C=CC=2N(N1)C(=CN2)C2=CC(=NC=N2)N2CC1(C2)CN(CCC1)S(=O)(=O)N)F